NC1=NC=CC=C1C1=NC=2C(=NC(=CC2)N2N=CC=C2)N1C=1C=C2CC[C@H](C2=CC1)NC1CCN(CC1)C(C=C)=O 1-(4-{[(1R)-5-[2-(2-aminopyridin-3-yl)-5-(pyrazol-1-yl)imidazo[4,5-b]pyridin-3-yl]-2,3-dihydro-1H-inden-1-yl]amino}piperidin-1-yl)prop-2-en-1-one